3-[5-(1-benzyl-4-fluoro-4-piperidyl)-2-oxo-benzo[cd]indol-1-yl]piperidine-2,6-dione C(C1=CC=CC=C1)N1CCC(CC1)(F)C=1C=CC=2C(N(C3=CC=CC1C23)C2C(NC(CC2)=O)=O)=O